tetraethyl-[1,3-bis(2-pyridinyl)propane-2,2-diyl]bis(phosphonic acid) C(C)C(C(C(C1=NC=CC=C1)(CC)CC)(P(O)(O)=O)P(O)(O)=O)(C1=NC=CC=C1)CC